C[C@@H](CC)N1C=C(C=2C(=CC(=CC12)C=1C=NC(=CC1)N1CCNCC1)C(=O)NCC=1C(NC(=CC1C)C)=O)C 1-[(2S)-butan-2-yl]-N-[(4,6-dimethyl-2-oxo-1H-pyridin-3-yl)methyl]-3-methyl-6-[6-(1-piperazinyl)-3-pyridinyl]-4-indolecarboxamide